2-(benzhydryl(methyl)amino)-N-(3,3-difluorocyclobutyl)-5-hydroxy-1-methyl-6-oxo-1,6-dihydropyrimidine-4-carboxamide C(C1=CC=CC=C1)(C1=CC=CC=C1)N(C=1N(C(C(=C(N1)C(=O)NC1CC(C1)(F)F)O)=O)C)C